N-(4,4-difluorocyclohexyl)-5-(imidazo[1,2-a]pyrimidin-6-yl)-4-methoxypyrrolo[2,1-f][1,2,4]triazin-2-amine FC1(CCC(CC1)NC1=NN2C(C(=N1)OC)=C(C=C2)C=2C=NC=1N(C2)C=CN1)F